n-triacontyl dodecyl ether C(CCCCCCCCCCC)OCCCCCCCCCCCCCCCCCCCCCCCCCCCCCC